N1(C=NC=C1)CCOC1=C(C=C(CN(CCC2=CC=C(C=C2)NC(=O)C2=C(C=C(C(=C2)OC)OC)NC(=O)C=2OC3=CC=CC=C3C(C2)=O)CC)C=C1)OC N-(2-((4-(2-((4-(2-(1H-Imidazol-1-yl)ethoxy)-3-methoxybenzyl)(ethyl)amino)ethyl)phenyl)carbamoyl)-4,5-dimethoxyphenyl)-4-oxo-4H-chromene-2-carboxamide